1-benzyl-8-(1-(2,2-difluoroethyl)-1H-pyrazolo[3,4-b]pyrazin-6-yl)-3-(4-(trifluoromethyl)pyridin-2-yl)-1,3,8-triazaspiro[4.5]decane-2,4-dione C(C1=CC=CC=C1)N1C(N(C(C12CCN(CC2)C2=CN=C1C(=N2)N(N=C1)CC(F)F)=O)C1=NC=CC(=C1)C(F)(F)F)=O